2-((4-(2-chlorophenyl)-2-oxo-2H-chromen-7-yl)oxy)-3-methoxypropanoic acid ClC1=C(C=CC=C1)C1=CC(OC2=CC(=CC=C12)OC(C(=O)O)COC)=O